SCCCCCCCCCCCS(=O)(=O)[O-] 11-mercapto-1-undecanesulfonate